(R)-1-((S)-5H-imidazo[5,1-a]isoindol-5-yl)-1-(tetrahydro-2H-pyran-4-yl)ethan-1-ol C=1N=CN2C1C1=CC=CC=C1[C@H]2[C@](C)(O)C2CCOCC2